C(#N)C1CC2(C1)CC(N(CC2)CC2=C1C=CNC1=C(C=C2OC)C)C2=CC=C(C(=O)NCCN1CC(C1)(F)F)C=C2 4-(2-cyano-7-((5-methoxy-7-methyl-1H-indol-4-yl)methyl)-7-azaspiro[3.5]nonan-6-yl)-N-(2-(3,3-difluoroazetidin-1-yl)ethyl)benzamide